O1COC2=C1C=CC(=C2)[C@H](O)C2=NC=CC=C2 (S)-benzo[d][1,3]dioxol-5-yl-(pyridin-2-yl)methanol